C(C)O[SiH3] Monoethoxysilane